(4-fluoro-2-methoxy-5-nitrophenyl)-4-(1-methyl-1H-indol-3-yl)pyrimidine-2-amine hydrochloride Cl.FC1=CC(=C(C=C1[N+](=O)[O-])C=1C(=NC(=NC1)N)C1=CN(C2=CC=CC=C12)C)OC